CC1CN2C(SC1)=CC=CC2=O 3-methyl-6-oxo-2H,3H,4H,6H-pyrido[2,1-b][1,3]thiazine